2-[(1-acryloylpiperidin-4-yl)amino]-N-[4-(difluorometh-oxy)benzyl]-5H-pyrrolo[2,3-b]pyrazine-7-carboxamide C(C=C)(=O)N1CCC(CC1)NC=1N=C2C(=NC1)NC=C2C(=O)NCC2=CC=C(C=C2)OC(F)F